COC1=NC=CC(=N1)C1=CC=C(C=C1)[C@H](C)N1N=CC2=C(C=CC(=C12)C(=O)O)C#CC (S)-1-(1-(4-(2-methoxypyrimidin-4-yl)phenyl)ethyl)-4-(propane-1-yn-1-yl)-1H-indazole-7-Formic acid